5-methyl-5,6,7,8-tetrahydro-1,6-naphthyridin-2-ol CC1C=2C=CC(=NC2CCN1)O